2-((4-hydroxyphenyl)sulfonyl)-2-methylpropanoic acid methyl ester COC(C(C)(C)S(=O)(=O)C1=CC=C(C=C1)O)=O